C[SiH](OC(CC)CC)C Dimethyl-3-pentoxysilane